BrC1=NC=CC(=C1)C=1N=C(OC1)C(C)(C)C 4-(2-bromopyridin-4-yl)-2-(tert-butyl)oxazole